C(C1=CC=CC=C1)N1C=CC2=CC(=CC=C12)C=1C=C(C(=O)NCCCO)C=CC1 3-(1-benzyl-1H-indol-5-yl)-N-(3-hydroxypropyl)benzamide